2-[(2-Fluoroacetyl)-[[(2S)-1-(1-phenylcyclobutancarbonyl)pyrrolidin-2-carbonyl]amino]amino]acetamid FCC(=O)N(CC(=O)N)NC(=O)[C@H]1N(CCC1)C(=O)C1(CCC1)C1=CC=CC=C1